(2E)-N-{[(2S,4S,5S,6S)-4,5-dihydroxy-6-methyloxan-2-yl]oxy}-3-[4-({[2-(2-methyl-1H-indol-3-yl)ethyl]amino}methyl)phenyl]prop-2-enamide O[C@H]1C[C@@H](O[C@H]([C@H]1O)C)ONC(\C=C\C1=CC=C(C=C1)CNCCC1=C(NC2=CC=CC=C12)C)=O